CC1=NC=CC=C1C=1N=C(SC1)C=1C(=NC=C(N1)N1CCOCC1)C(=O)N [4-(2-methyl-3-pyridyl)thiazol-2-yl]-5-morpholino-pyrazine-2-carboxamide